FC(CN1N=NC2=C1C=C(C=C2)C2=CNC=1N=C(N=C(C12)OC)NC1CC(C1)(C)N1C(CCC1)=O)F 1-((1r,3r)-3-((5-(1-(2,2-difluoroethyl)-1H-benzo[d][1,2,3]triazol-6-yl)-4-methoxy-7H-pyrrolo[2,3-d]pyrimidin-2-yl)amino)-1-methylcyclobutyl)pyrrolidin-2-one